NC=1N=[N+](C2=C(N1)C=CC=C2Br)[O-] 3-amino-8-bromobenzo[e][1,2,4]triazine-1-oxide